(2R)-2-[1-(3-chlorobenzene-1-carbonyl)-1,2,3,4-tetrahydroquinolin-6-yl]-N-(5-fluoropyridin-2-yl)propanamide ClC=1C=C(C=CC1)C(=O)N1CCCC2=CC(=CC=C12)[C@H](C(=O)NC1=NC=C(C=C1)F)C